prolinamide N1[C@@H](CCC1)C(=O)N